[K+].C(C=C)(=O)OCCCS(=O)(=O)[O-] 3-sulfonatopropyl acrylate potassium salt